ClC1=C(C=CC2=C1C(=N[C@H](C=1N2C(=NN1)C=1N=NC=CC1)C)C1=NC=CC=C1F)Cl (4S)-7,8-dichloro-6-(3-fluoro-2-pyridinyl)-4-methyl-1-pyridazin-3-yl-4H-[1,2,4]Triazolo[4,3-a][1,4]Benzodiazepine